FC=1C=C(C=C(C1)F)COC=1C(=NC=C(C1)OC)N1N=CC(=C1)C(=O)O 1-{3-[(3,5-difluorophenyl)methoxy]-5-methoxypyridin-2-yl}pyrazole-4-carboxylic acid